ClC1=CC=CC(=N1)OC1=C(C=C(C=C1)C1=C(N(C=2N=CN=C(C21)N)C)I)F 5-(4-((6-chloropyridin-2-yl)oxy)-3-fluorophenyl)-6-iodo-7-methyl-7H-pyrrolo[2,3-d]pyrimidin-4-amine